4-fluoro-4-(hydroxymethyl)piperidine-1-carboxylic acid tert-butyl ester C(C)(C)(C)OC(=O)N1CCC(CC1)(CO)F